C(CCCCCCCCC)N(C(CCNC(CCN(CCNCCO)CCO)=O)=O)CCCCCCCCCC N,N-didecyl-3-(3-((2-hydroxyethyl)(2-((2-hydroxyethyl)amino)ethyl)amino)propanamido)propanamide